NC1=NC=CC2=CC(=CC=C12)CNC(=O)C=1SC(=C(C1)Cl)COCCCCN(C)C N-((1-Aminoisoquinolin-6-yl)methyl)-4-chloro-5-((4-(dimethylamino)butoxy)methyl)thiophene-2-carboxamide